FC1=C(C=C(C=C1)N(C(=O)C=1N=C(C=2N(C1)C=CN2)C)COC)OC N-(4-fluoro-3-methoxy-phenyl)-N-(methoxymethyl)-8-methyl-imidazo[1,2-a]pyrazine-6-carboxamide